O1-tert-butyl O3-methyl 5-hydroxypiperidine-1,3-dicarboxylate OC1CC(CN(C1)C(=O)OC(C)(C)C)C(=O)OC